OC[C@H]1N(CCC1)C(=O)C1=C(C=C(C(=C1)OC)O[Si](C(C)C)(C(C)C)C(C)C)[N+](=O)[O-] (S)-(2-(hydroxymethyl)pyrrolidin-1-yl)(5-methoxy-2-nitro-4-((triisopropylsilyl)oxy)phenyl)methanone